COC1=CC=C(C(=O)NCC=2N=C3N(C=C(C=C3)C3=NOC(=N3)C(F)(F)F)C2)C=C1 4-methoxy-N-((6-(5-(trifluoromethyl)-1,2,4-oxadiazol-3-yl)imidazo[1,2-a]pyridin-2-yl)methyl)benzamide